2-(4-tert-butyl-5-chloro-2-methyl-phenyl)-5-(1,5-dimethyltriazol-4-yl)-1H-1,6-naphthyridin-4-one C(C)(C)(C)C1=CC(=C(C=C1Cl)C=1NC2=CC=NC(=C2C(C1)=O)C=1N=NN(C1C)C)C